5-chloro-2-{(5S)-5-methyl-4-[5-methyl-2-(2H-1,2,3-triazol-2-yl)benzoyl]-1,4-diazepan-1-yl}-1,3-benzoxazole ClC=1C=CC2=C(N=C(O2)N2CCN([C@H](CC2)C)C(C2=C(C=CC(=C2)C)N2N=CC=N2)=O)C1